C=1C23N(C=C(N1)SS3)CC(=C2)C#N 6H-3,8a-epidithiopyrrolo[1,2-a]pyrazine-7-carbonitrile